N-methoxyl-phenylamine O(C)NC1=CC=CC=C1